monooleyl-amide C(CCCCCCC\C=C/CCCCCCCC)[NH-]